[(S)-4-(6-Amino-4-methoxy-pyridin-3-yl)-2-hydroxymethyl-piperazin-1-yl]-[4-methoxy-5-(4-trifluoromethyl-phenyl)-pyridin-2-yl]-methanone NC1=CC(=C(C=N1)N1C[C@H](N(CC1)C(=O)C1=NC=C(C(=C1)OC)C1=CC=C(C=C1)C(F)(F)F)CO)OC